CC1=NC(=NC(=C1[N+](=O)[O-])C)N1CCOC(CC1)C1=CC=C(C=C1)F 4-(4,6-dimethyl-5-nitropyrimidin-2-yl)-7-(4-fluorophenyl)-1,4-oxazepane